The molecule is trication of N-[(E)-4-aminobutylidene]propane-1,3-diamine. It has a role as a human metabolite. It is an iminium ion and an ammonium ion derivative. It is a conjugate acid of a N-[(E)-4-aminobutylidene]propane-1,3-diamine. C(CC=[NH+]CCC[NH3+])C[NH3+]